S(C)(=O)(=O)OCCCCC\C=C/C\C=C/C\C=C/CCCCC γ-linolenyl mesylate